C(C)N1N=NC(=C1)CO[C@H](C(C(=O)O)(C)C)C1=CC(=C(C=C1)C)CN1S(C2=C(C[C@H](C1)C)C=CC=C2)(=O)=O (3S)-((1-ethyl-1H-1,2,3-triazol-4-yl)methoxy)-2,2-dimethyl-3-(4-methyl-3-(((R)-4-methyl-1,1-dioxido-4,5-dihydrobenzo[f][1,2]thiazepin-2(3H)-yl)methyl)phenyl)propanoic acid